tert-butyl 3-oxa-8-oxa-2-azaspiro[4.5]decan-2-carboxylate C1N(OCC12CCOCC2)C(=O)OC(C)(C)C